2-((3,4-dihydroisoquinolin-2(1H)-yl)methyl)-5-(1-(7-(methylsulfonyl)-7-azaspiro[3.5]non-2-yl)ethoxy)-4H-pyran-4-one C1N(CCC2=CC=CC=C12)CC=1OC=C(C(C1)=O)OC(C)C1CC2(C1)CCN(CC2)S(=O)(=O)C